6-amino-7-(4-phenoxyphenyl)-9-(1,4-dioxaspiro[4.5]decan-8-yl)-7H-purin-8(9H)-one NC1=C2N(C(N(C2=NC=N1)C1CCC2(OCCO2)CC1)=O)C1=CC=C(C=C1)OC1=CC=CC=C1